N,N-bis(hydroxyethyl)-N-methylamine OCCN(C)CCO